CCCCC (S)-pentan